O1CCC(CC1)C=1N=CSC1C#N 4-(tetrahydro-2H-pyran-4-yl)thiazole-5-carbonitrile